3-(2-oxomorpholino)propyl (1-(6-methoxy-3,4-dihydro-2H-benzo[b][1,4]thiazin-7-yl)-6-(pyrazolo[1,5-a]pyrimidin-3-yl)-1H-pyrazolo[4,3-c]pyridin-3-yl)carbamate COC1=CC2=C(SCCN2)C=C1N1N=C(C=2C=NC(=CC21)C=2C=NN1C2N=CC=C1)NC(OCCCN1CC(OCC1)=O)=O